CN(CCOC1=CC=CC=C1)CCCSS(C)C 1-(2-[methyl-(2-methyl-2-methyldisulfanyl-propyl)-amino]-ethoxy)-benzene